6-chloro-7-fluoro-benzothiophene-3-sulfonyl chloride 7-fluoro-benzothiophene-2-carboxylate FC1=CC=CC=2C=C(SC21)C(=O)O.ClC2=C(C1=C(C(=CS1)S(=O)(=O)Cl)C=C2)F